tert-butyl 4-(4-((3-chloro-5-(methylsulfonamido)phenyl)carbamoyl)-1H-pyrazol-1-yl)piperidine-1-carboxylate ClC=1C=C(C=C(C1)NS(=O)(=O)C)NC(=O)C=1C=NN(C1)C1CCN(CC1)C(=O)OC(C)(C)C